C(N)(=O)[C@@H]1N(CCC1)C(=O)OC(C)(C)C t-butyl (R)-2-carbamoylpyrrolidine-1-carboxylate